COC(=O)[C@H]1N(C[C@@H](C1)OC)C(=O)OC(C)(C)C (2s,4r)-4-methoxypyrrolidine-1,2-dicarboxylic acid 1-(tert-butyl) ester 2-methyl ester